5-amino-1,3-bis(2-ethylhexyl)-5-methyl-hexa-hydropyrimidine NC1(CN(CN(C1)CC(CCCC)CC)CC(CCCC)CC)C